4-amino-N-((5-cyano-2-pyridinyl)methyl)-N-((1R)-1-(2-pyrimidinyl)ethyl)-1,3-dihydrofuro[3,4-c][1,7]naphthyridine-8-carboxamide NC1=NC=2C=NC(=CC2C2=C1COC2)C(=O)N([C@H](C)C2=NC=CC=N2)CC2=NC=C(C=C2)C#N